5-bromoquinoxalin-2-ol BrC1=C2N=CC(=NC2=CC=C1)O